3-(9-((4-(aminomethyl)-2-methylphenyl)carbamoyl)-4,5-dihydrobenzo[b]thieno[2,3-d]oxepin-8-yl)-6-((cyclopropylmethyl)carbamoyl)picolinic acid NCC1=CC(=C(C=C1)NC(=O)C1=CC2=C(OCCC3=C2SC=C3)C=C1C=1C(=NC(=CC1)C(NCC1CC1)=O)C(=O)O)C